NC1=NC(=C2N=CN(C2=N1)[C@H]1[C@]([C@@H]([C@H](O1)COP(=O)(OC1=CC=CC=C1)N[C@@H](C)C(=O)OC(C)C)O)(C#C)F)N(C)C isopropyl ((((R,S)-(2R,3R,4R,5R)-5-(2-amino-6-dimethylamino-9H-purin-9-yl)-4-fluoro-3-hydroxy-4-ethynyltetrahydrofuran-2-yl)methoxy)-phenoxy-phosphoryl)-L-alaninate